(R)-2-amino-3-(thiophen-3-yl)propionic acid N[C@@H](C(=O)O)CC1=CSC=C1